methyl 2-(4-bromophenyl)-2-oxoacetate BrC1=CC=C(C=C1)C(C(=O)OC)=O